FC=1C=2N(C=CC1)N=C(C2)[C@H]2N(CCC1=C2N=CN1)C=1N=CC(=NC1)C(=O)OC methyl (S)-5-(4-(4-fluoropyrazolo[1,5-a]pyridin-2-yl)-1,4,6,7-tetrahydro-5H-imidazo[4,5-c]pyridin-5-yl)pyrazine-2-carboxylate